BrC=1C=C(C(=NC1)C=1N=C2N(C(C1)=O)N(C(=C2)C(F)(F)F)C)S(=O)(=O)CC 5-(5-bromo-3-ethylsulfonyl-2-pyridinyl)-1-methyl-2-(trifluoromethyl)pyrazolo[1,5-a]pyrimidin-7-one